amino-2,7-naphthalenedisulfonic acid monosodium [Na].NC1=C(C=CC2=CC=C(C=C12)S(=O)(=O)O)S(=O)(=O)O